CC=1C=CC=2NC3=CC=C(C=C3C2C1)C (1E)-(3,6-dimethyl-9H-carbazole)